(5-nitropyridin-2-yl) disulfide [N+](=O)([O-])C=1C=CC(=NC1)SSC1=NC=C(C=C1)[N+](=O)[O-]